3-(4-(6-hydroxy-2-phenyl-1,2,3,4-tetrahydronaphthalen-1-yl)phenyl)piperidin OC=1C=C2CCC(C(C2=CC1)C1=CC=C(C=C1)C1CNCCC1)C1=CC=CC=C1